FCC1=C(C=CC(=C1)CF)CC(=O)O 2,4-difluoromethyl-phenylacetic acid